CN1C2=C(C3=C1C(N(N=C3)CC3=C1C=NN(C1=CC=C3)COCC[Si](C)(C)C)=O)SC(=N2)C=C 4-methyl-6-((1-((2-(trimethylsilyl)ethoxy)methyl)-1H-indazol-4-yl)methyl)-2-vinyl-4,6-dihydro-5H-thiazolo[5',4':4,5]pyrrolo[2,3-d]pyridazin-5-one